O1C2=C(OC[C@@H]1CN1CCN(CC1)C=1C(=NSN1)N1C(C(CC1)C)=O)C=CC=C2 1-(4-(4-(((S)-2,3-dihydrobenzo[b][1,4]dioxin-2-yl)methyl)piperazin-1-yl)-1,2,5-thiadiazol-3-yl)-3-methylpyrrolidin-2-one